C(CCCCCCCCCCCC=CCCCCCC)(=O)OCCCCCCCCCCCCCCCCCCCCCCCCCCCCCCCCCO 33-hydroxytritriacontyl eicos-13-enoate